C(#N)C=1C=C(C=CC1OC(C)C)C1=NC(=NO1)C1=C2CC/C(/C2=CC=C1)=N/OCC(=O)N (Z)-2-(((4-(5-(3-cyano-4-isopropoxyphenyl)-1,2,4-oxadiazol-3-yl)-2,3-dihydro-1H-inden-1-ylidene)amino)oxy)acetamide